2-[(1R,3S)-3-hydroxycyclohexyl]isoindoline-1,3-dione O[C@@H]1C[C@@H](CCC1)N1C(C2=CC=CC=C2C1=O)=O